C(#N)C=1C(=NC(=CC1C(F)(F)F)C)N1[C@@H](CCC1)C(=O)N(C=1C=C(C=CC1)C)C(C)C (S)-1-(3-cyano-6-methyl-4-(trifluoromethyl)pyridin-2-yl)-N-isopropyl-N-(m-tolyl)pyrrolidine-2-carboxamide